4-methoxy-11-azatricyclo[6.2.1.02,7]Undecene-2,4,6,9-tetraene-11-carboxylic acid tert-butyl ester C(C)(C)(C)OC(=O)N1C=2C3=CC(=CC=C3C1C=C2)OC